(3S,4R)-tert-Butyl-4-hydroxy-3-((S)-5H-imidazo[5,1-a]isoindol-5-yl)piperidin-1-carboxylat C(C)(C)(C)OC(=O)N1C[C@H]([C@@H](CC1)O)[C@@H]1N2C(C3=CC=CC=C13)=CN=C2